1-fluoro-4-((E)-2-((1R,2R)-2-(p-tolyl)cyclopropyl)vinyl)benzene FC1=CC=C(C=C1)\C=C\[C@@H]1[C@@H](C1)C1=CC=C(C=C1)C